N,N'-{(2-acrylamido-2-[(3-acrylamidopropoxy)methyl]propane-1,3-diyl)bis(propane-1,3-Diyl)}diacrylamide C(C=C)(=O)NC(CCCCNC(C=C)=O)(CCCCNC(C=C)=O)COCCCNC(C=C)=O